C1([C@H](O)[C@H](O)[C@@H](O)[C@@H](O1)C)O[C@H]1[C@@H](O[C@H]([C@@H]([C@H]1O)O)C)C(C(=O)O)(C(CCCCCCCCCCC)O)C(CC(CCCCCCCCCCC)O)=O L-rhamnopyranosyl-(1-2)-α-L-rhamnopyranosyl-3-hydroxytetradecanoyl-3-hydroxytetradecanoic acid